N1(CCOCC1)C1=NC=CC=C1N 2-Morpholinylpyridin-3-amine